FC=1C=CC(=C(C1)N1C(C(=CC=C1)C(=O)NC=1C=NC(=CC1)C(C(F)F)(C(F)F)O)=O)OCC(F)(F)F 1-[5-fluoro-2-(2,2,2-trifluoroethoxy)phenyl]-2-oxo-N-[6-(1,1,3,3-tetrafluoro-2-hydroxypropan-2-yl)pyridin-3-yl]-1,2-dihydropyridine-3-carboxamide